BrC=1C(=C(C(=NC1)OC)C(C)C)C 5-bromo-3-isopropyl-2-methoxy-4-methylpyridine